N1N=CN=C1C1=CC=C(C=C1)C=1N=C2C(=NC1)NC([C@H](N2)CC2CCCCC2)=O (R)-6-(4-(1H-1,2,4-triazol-5-yl)phenyl)-3-(cyclohexylmethyl)-3,4-dihydropyrazino[2,3-b]pyrazin-2(1H)-one